Anthraceneboronic acid C1(=CC=CC2=CC3=CC=CC=C3C=C12)B(O)O